ClC1=C(C(=C(N=N1)S(=O)C1=C(C(=CC=C1)C1CC1)F)C(=O)NCC(F)(F)C1=C(C=C(C=C1)C)C)C 6-Chloro-3-[(3-cyclopropyl-2-fluorophenyl)sulfinyl]-N-[2-(2,4-dimethylphenyl)-2,2-difluoroethyl]-5-methylpyridazine-4-carboxamide